Isopropyl ((S)-(((1S,4R)-4-(2-amino-6-(cyclopentylamino)-9H-purin-9-yl)cyclopent-2-en-1-yl)methoxy)(phenoxy)phosphoryl)-L-alaninate NC1=NC(=C2N=CN(C2=N1)[C@H]1C=C[C@H](C1)CO[P@](=O)(OC1=CC=CC=C1)N[C@@H](C)C(=O)OC(C)C)NC1CCCC1